CN1CCC(CC1)NC=1C=2C=C(N(C2C=CC1)CC(F)(F)F)C#CCNC1=CC=C(C=C1)CN1CCOCC1 N-(1-methylpiperidin-4-yl)-2-[3-({4-[(morpholin-4-yl)methyl]phenyl}amino)prop-1-yn-1-yl]-1-(2,2,2-trifluoroethyl)-1H-indol-4-amine